C1(=CC=CC=C1)CCCC1=NOC(=N1)C1N(CC(C1)CC1CCC1)S(=O)(=O)CC1=CC=CC=C1 3-(3-phenylpropyl)-5-(1-benzylsulfonyl-4-cyclobutylmethylpyrrolidin-2-yl)-1,2,4-oxadiazole